OCC(CNC(=O)N1CC(OCC1)CN1N=CC(=C1)C)CC1=CC=C(C=C1)C(F)(F)F N-[2-(hydroxymethyl)-3-[4-(trifluoromethyl)phenyl]propyl]-2-[(4-methylpyrazol-1-yl)methyl]morpholine-4-carboxamide